S1C=NC2=NC=C(C=C21)C(=O)O thiazolo[4,5-b]pyridine-6-carboxylic acid